FC1=C(C=C(C=C1)CC(=O)OC)OC methyl 2-(4-fluoro-3-methoxyphenyl)acetate